S(C)(=O)(=O)[O-].C(CC)[N+]1=CC=C(C=C1)CCC 1,4-dipropylpyridinium mesylate